O1C2=C(OCC1)C=C(C=C2)C(CCN2CC(CC2)C2=CC=C(C=C2)C(F)(F)F)=O 1-(2,3-dihydrobenzo[b][1,4]dioxin-6-yl)-3-(3-(4-(trifluoromethyl)phenyl)pyrrolidin-1-yl)propan-1-one